CC(CNC(C=C)=O)C N-[2-methylpropyl]acrylamide